2-fluoro-3-(morpholine-4-yl)acrolein FC(C=O)=CN1CCOCC1